COC1=CC=C(CN(S(=O)(=O)C(C(=O)OCC)C(C)C2=NC(=CC=C2)C=2N=NN(N2)CC2=C(C=CC(=C2)OC(F)(F)F)F)CC2=CC=C(C=C2)OC)C=C1 ethyl 2-(N,N-bis(4-methoxybenzyl)sulfamoyl)-3-(6-(2-(2-fluoro-5-(trifluoromethoxy)benzyl)-2H-tetrazol-5-yl)pyridin-2-yl)butanoate